FC([C@H]1N(CC(CC1)C1=CC=C(C=C1)C(F)(F)F)C1=CC=C(C(=O)O)C=C1)F 4-((2S)-2-(difluoromethyl)-5-(4-(trifluoromethyl)phenyl)piperidin-1-yl)benzoic acid